O1C(=NC2=C1C=CC=C2)C=2N=C(N(C(C2O)=O)C)N2CC1=CC=C(C=C1C2C2=CC=CC=C2)C(=O)OC methyl 2-[4-(1,3-benzoxazol-2-yl)-5-hydroxy-1-methyl-6-oxopyrimidin-2-yl]-3-phenyl-1,3-dihydroisoindole-5-carboxylate